2-[(benzylsulfonyl)methyl]glutaric acid C(C1=CC=CC=C1)S(=O)(=O)CC(C(=O)O)CCC(=O)O